tert-butyl 4-cyano-4-((6-methoxypyridin-3-yl)methyl)piperidine-1-carboxylate C(#N)C1(CCN(CC1)C(=O)OC(C)(C)C)CC=1C=NC(=CC1)OC